C(C)C=1C=NN(C1)C1(CN(C1)C=1C=2N(C=CC1)N=C(N2)NC=2C=NNC2)CC#N 2-[3-(4-ethylpyrazol-1-yl)-1-[2-(1H-pyrazol-4-ylamino)-[1,2,4]triazolo[1,5-a]pyridin-8-yl]azetidin-3-yl]acetonitrile